OC1(CCN(CC12CCC2)C(=O)N2[C@@H](CN(CC2)C(=O)OC(C)(C)C)C2=CC=CC=C2)CN2C=NC(=CC2=O)C2=CC=CC=C2 tert-butyl (3R)-4-(9-hydroxy-9-((6-oxo-4-phenylpyrimidin-1(6H)-yl)methyl)-6-azaspiro[3.5]nonane-6-carbonyl)-3-phenylpiperazine-1-carboxylate